5-(((1r,3r,5s)-8-(2,5-difluorobenzyl)-8-azabicyclo[3.2.1]oct-3-yl)(methyl)amino)-4-methyl-N-(thiazol-4-yl)pyridine-2-sulfonamide FC1=C(CN2[C@H]3CC(C[C@@H]2CC3)N(C=3C(=CC(=NC3)S(=O)(=O)NC=3N=CSC3)C)C)C=C(C=C1)F